OC1=CC=C(C=C1)N1C(=CC=C1)C=C1C(NC(S1)=O)=O 5-((1-(4-Hydroxyphenyl)-1H-pyrrol-2-yl)methylene)thiazolidine-2,4-dione